C(C\C=C\C)(=O)O trans-3-pentenic acid